C12=CC=C(N1)C=C1C=CC(=N1)C=C1C=CC(N1)=CC=1C3=C(C(N1)=C2)C=CC2=CC=CC=C23 Naphthoporphin